8-cyclopentyl-6-hydroxy-7-oxo-7,8-dihydropterin C1(CCCC1)N1C(C(=NC=2C(NC(=NC12)N)=O)O)=O